CCCCCCCCCCCCC/C=C/C(=O)SCCNC(=O)CCNC(=O)[C@@H](C(C)(C)COP(=O)([O-])OP(=O)([O-])OC[C@@H]1[C@H]([C@H]([C@@H](O1)N2C=NC3=C(N=CN=C32)N)O)OP(=O)([O-])[O-])O (2E)-Hexadecenoyl-CoA